3-(4-amino-2-(hydroxymethyl)-7-(pyrimidin-4-yl)pyrazolo[1,5-a]pyrazin-6-yl)benzonitrile NC=1C=2N(C(=C(N1)C=1C=C(C#N)C=CC1)C1=NC=NC=C1)N=C(C2)CO